C(C)N1C=C(C=CC1=O)C(=O)NC1=NC=C(C=C1)OC1=CC(=CC=C1)F 1-ethyl-N-[5-(3-fluorophenoxy)pyridin-2-yl]-6-oxo-1,6-dihydropyridine-3-carboxamide